4-(phenyl(tetrahydro-2H-pyran-4-yl)methyl)-1,4-dihydropyrazolo[3',4':4,5]pyrrolo[3,2-b]pyridine C1(=CC=CC=C1)C(N1C2=C(C3=NC=CC=C31)NN=C2)C2CCOCC2